Methyl (((2-aminoethyl) thio) (((R)-1-methoxy-1-oxopropan-2-yl) amino) phosphoryl)-L-alaninate TFA salt OC(=O)C(F)(F)F.NCCSP(=O)(N[C@@H](C(=O)OC)C)N[C@@H](C)C(=O)OC